(S)-1-(3-(2-fluorophenyl)-2-(2-methoxyphenyl)quinolin-6-yl)-3-(2-hydroxybutyl)urea FC1=C(C=CC=C1)C=1C(=NC2=CC=C(C=C2C1)NC(=O)NC[C@H](CC)O)C1=C(C=CC=C1)OC